CC1=C(C2=C(C(=C(C(=C2C=C1)C1=CC=CC2=CC=CC=C12)N)C)C)C tetramethylbinaphthylamine